(6bR,10aS)-2-oxo-2,3,6b,9,10,10a-hexahydro-1H,7H-pyrido[3',4':4,5]pyrrolo[1,2,3-de]quinoxalin-8-yl-1-(4-fluoro-phenyl)-butan-1-one O=C1NC=2C=CC=C3C2N(C1)[C@@H]1[C@H]3CN(CC1)C(C(=O)C1=CC=C(C=C1)F)CC